octanediol terephthalate C(C1=CC=C(C(=O)O)C=C1)(=O)O.C(CCCCCCC)(O)O